COC(=O)C=1C(=NC(=C(C1)F)N1CCC2(CC(C2)=O)CC1)Br.NC1=C(C=CC(=C1)Br)C(C)=O 1-(2-Amino-4-bromophenyl)ethan-1-one methyl-2-bromo-5-fluoro-6-{2-oxo-7-azaspiro[3.5]nonan-7-yl}pyridine-3-carboxylate